(5S,6R)-5-ethyl-6-(5-(4-ethylphenyl)pentan-2-yl)piperazin-2-one C(C)[C@@H]1NCC(N[C@@H]1C(C)CCCC1=CC=C(C=C1)CC)=O